C1(CC1)/C(=C/C1=C(C=C(C=N1)C(=O)OCC)[N+](=O)[O-])/C(=O)OCC ethyl 6-[(1Z)-2-cyclopropyl-3-ethoxy-3-oxoprop-1-en-1-yl]-5-nitropyridine-3-carboxylate